FC(C(=O)F)(OC(C(OC(C(C(F)(F)F)(F)F)(F)F)(C(F)(F)F)F)(F)F)C(F)(F)F perfluoro(2,5-dimethyl-3,6-dioxanonanoyl)fluoride